CC(CCCC)S 2-Hexanethiol